ClC1=CC2=C(N(C(N=C2N2C3CN(C(C2)CC3)C(=O)[O-])=O)C=3C(=NC=CC3C)C(C)C)N=C1Cl 5-(6,7-dichloro-1-(2-isopropyl-4-methylpyridin-3-yl)-2-oxo-1,2-dihydropyrido[2,3-d]pyrimidin-4-yl)-2,5-diazabicyclo[2.2.2]octane-2-carboxylate